IC(C(=O)[O-])CNC([C@H](O)C(C)(C)CO)=O iodopantothenate